(4S)-N-(3-bromo-2-methyl-phenyl)-4-[(2R)-2-(hydroxymethyl)-1-piperidyl]-4,5,6,7-tetrahydropyrazolo[1,5-a]pyridine-2-carboxamide BrC=1C(=C(C=CC1)NC(=O)C1=NN2C([C@H](CCC2)N2[C@H](CCCC2)CO)=C1)C